benzylphenanthroline C(C1=CC=CC=C1)C1=NC2=C3N=CC=CC3=CC=C2C=C1